C(C1=CC=CC=C1)OC=1C(=NC2=CC(=CC=C2C1)Br)C(=O)Cl 3-Benzyloxy-7-bromo-quinoline-2-carbonyl chloride